ethoxy-2,7-dihydroxynaphthalene C(C)OC1=C(C=CC2=CC=C(C=C12)O)O